Tert-butyl-3-{6-[3-(Benzyloxy)propoxy]-2H-spiro[1-benzofuran-3,4'-piperidine]-1'-yl}propanoic acid C(C)(C)(C)C(C(=O)O)CN1CCC2(CC1)COC1=C2C=CC(=C1)OCCCOCC1=CC=CC=C1